C1CCC2=C(C=3CCCC3C=C12)NC(=O)N=S(=O)(N)C=1C=NC(=CC1)CC(C)C N'-(1,2,3,5,6,7-hexahydro-s-indacen-4-ylcarbamoyl)-6-isobutylpyridine-3-sulfonimidamide